OC1=CC=C(C=C1)C(C(F)(F)F)(CF)C1=CC=C(C=C1)O 2,2-bis(4-hydroxyphenyl)tetrafluoropropane